NCC=1C=C(C=2N(C1)C=NN2)C2=C(C=C(C#N)C=C2)OC=2N(N=C(C2)C2=NC=CC=C2)C 4-[6-(aminomethyl)-[1,2,4]triazolo[4,3-a]pyridin-8-yl]-3-(2-methyl-5-pyridin-2-ylpyrazol-3-yl)oxybenzonitrile